O1CCN(CC1)C=1C2=C(N=C(N1)N1N=C(C=C1)C=1C=C(C=CC1)C)C=C(S2)CO (4-morpholino-2-(3-(m-tolyl)-1H-pyrazol-1-yl)thieno[3,2-d]pyrimidin-6-yl)methanol